ClC1=CC=C(COC2=NN=C(S2)NC(C2=CN=C(C=C2C2=C(C=CC=C2)OC)C#N)=O)C=C1 N-(5-((4-chlorobenzyl)oxy)-1,3,4-thiadiazol-2-yl)-6-cyano-4-(2-methoxyphenyl)nicotinamide